1-(2-Chlorothieno[3,2-d]pyrimidin-4-yl)-N-(4-methylphenyl)piperidine-3-carboxamide ClC=1N=C(C2=C(N1)C=CS2)N2CC(CCC2)C(=O)NC2=CC=C(C=C2)C